ethoxycarbonyl-γ-butyrolactone C(C)OC(=O)C1C(=O)OCC1